3-(3-ethyl-3-oxetanylmethoxy)propyltriethoxysilane C(C)C1(COC1)COCCC[Si](OCC)(OCC)OCC